1'-(3-((4-(heptyloxy)phenyl)sulfonyl)-6-(methylthio)quinolin-4-yl)-[1,4'-bipiperidin]-3-ol C(CCCCCC)OC1=CC=C(C=C1)S(=O)(=O)C=1C=NC2=CC=C(C=C2C1N1CCC(CC1)N1CC(CCC1)O)SC